[Co]=[Se].[Ni].[V] vanadium nickel cobalt selenide